2-(2,4-dimethoxyphenyl)-N-(1,1-dioxidobenzo[b]thiophen-6-yl)acetamide COC1=C(C=CC(=C1)OC)CC(=O)NC=1C=CC2=C(S(C=C2)(=O)=O)C1